((2R,3R,4R,5S)-3,4,5-tris(benzyloxy)-1-(3-(thiophen-2-yl)propyl)piperidin-2-yl)methanol C(C1=CC=CC=C1)O[C@@H]1[C@H](N(C[C@@H]([C@H]1OCC1=CC=CC=C1)OCC1=CC=CC=C1)CCCC=1SC=CC1)CO